(E)-N-(4-((3-chloro-4-fluorophenyl)amino)-7-methoxyquinazolin-6-yl)-4-(4-(5-((2-(2,6-dioxopiperidin-3-yl)-1-oxoisoindolin-4-yl)thio)pentanoyl)piperazin-1-yl)but-2-enamide ClC=1C=C(C=CC1F)NC1=NC=NC2=CC(=C(C=C12)NC(\C=C\CN1CCN(CC1)C(CCCCSC1=C2CN(C(C2=CC=C1)=O)C1C(NC(CC1)=O)=O)=O)=O)OC